{5-[(1S)-1-(1,3-dioxo-1,3-dihydro-2H-isoindol-2-yl)ethyl]-3-isopropyl-1H-1,2,4-triazol-1-yl}nicotinonitrile O=C1N(C(C2=CC=CC=C12)=O)[C@@H](C)C1=NC(=NN1C1=C(C#N)C=CC=N1)C(C)C